BrC1=CC=CC(=N1)CO (6-bromo-pyridin-2-yl)-methanol